ClC=1C=C(C=C(C1OCCCl)C#N)C(C)(C)C1=CC=C(C=C1)C=1C=NN(C1)C1CC(C1)NC(OC(C)(C)C)=O tert-butyl ((1r,3r)-3-(4-(4-(2-(3-chloro-4-(2-chloroethoxy)-5-cyanophenyl) propan-2-yl)phenyl)-1H-pyrazol-1-yl)cyclobutyl)carbamate